(S)-3-methyl-N-(1-methyl-2-oxo-5-(trifluoromethyl)-1,2-dihydropyridin-3-yl)-8-(5H-pyrrolo[2,3-b]pyrazin-2-yl)-1,8-diazaspiro[4.5]decane-1-carboxamide C[C@@H]1CN(C2(C1)CCN(CC2)C=2N=C1C(=NC2)NC=C1)C(=O)NC=1C(N(C=C(C1)C(F)(F)F)C)=O